C1(=CC=CC=C1)CC(=O)NCC=1C=NC=CC1 2-phenyl-N-(pyridin-3-ylmethyl)acetamide